NC1=C(C(=NN1)C1=CC=C(C=C1)CNC(C1=C(C=CC(=C1)F)OC)=O)C(=O)N 5-amino-3-(4-((5-fluoro-2-methoxybenzamido)methyl)phenyl)-1H-pyrazole-4-carboxamide